1-methyldiethoxysilyl-6-bis(diethylamino)methylsilylhexane C[Si](CCCCCC[SiH2]C(N(CC)CC)N(CC)CC)(OCC)OCC